ClC1=NC=CC(=N1)N(C)C 2-chloro-N,N-dimethylpyrimidin-4-amine